((S)-S-(difluoromethyl)sulfonimidoyl)-N-((2-(6-((cis)-2,6-dimethylmorpholino)pyridin-2-yl)-1,6-naphthyridin-7-yl)methyl)picolinamide FC([S@](=O)(=N)C=1C(=NC=CC1)C(=O)NCC1=NC=C2C=CC(=NC2=C1)C1=NC(=CC=C1)N1C[C@@H](O[C@@H](C1)C)C)F